O1CCN(CC1)C1=CC=C(C=C1)NC=1SC=C(N1)C=1SC=C(N1)C1=CC=C(C=C1)OC N-(4-morpholinophenyl)-4-(4-methoxyphenyl)-[2,4'-bithiazole]-2'-amine